1-phenyl-3-(2-dimethylaminostyryl)-5-(2-dimethylamino-phenyl)-pyrazoline C1(=CC=CC=C1)N1NC(=CC1C1=C(C=CC=C1)N(C)C)C=CC1=C(C=CC=C1)N(C)C